N-[m-aminomethylphenylmethyl]-gamma-aminopropyltrimethoxysilane NCC=1C=C(C=CC1)CNCCC[Si](OC)(OC)OC